1-[3-(1-Hydroxyethyl)-6-[5-[(6-methylpyridazin-3-yl)amino]benzimidazol-1-yl]-2-pyridyl]-3-methyl-azetidine-3-carbonitrile OC(C)C=1C(=NC(=CC1)N1C=NC2=C1C=CC(=C2)NC=2N=NC(=CC2)C)N2CC(C2)(C#N)C